1-phenyl-3-(3-indolylvinyl)-5-(3-indolyl)pyrazoline C1(=CC=CC=C1)N1NC(=CC1C1=CNC2=CC=CC=C12)C=CC1=CNC2=CC=CC=C12